N-((4S,5S)-3-((S)-3-cyano-1,1-dioxidothiomorpholine-4-carbonyl)-4-cyclopropyl-7-ethyl-6-oxo-1-phenyl-4,5,6,7-tetrahydro-1H-pyrazolo[3,4-b]pyridin-5-yl)-3-(trifluoromethyl)benzamide C(#N)[C@@H]1N(CCS(C1)(=O)=O)C(=O)C1=NN(C=2N(C([C@H]([C@H](C21)C2CC2)NC(C2=CC(=CC=C2)C(F)(F)F)=O)=O)CC)C2=CC=CC=C2